1-(2-chloro-5-((tetrahydro-2H-pyran-4-yl)ethynyl)pyridin-4-yl)azetidin-3-ol ClC1=NC=C(C(=C1)N1CC(C1)O)C#CC1CCOCC1